O.O.O.C(C)(=O)[O-].[Ni+2].C(C)(=O)[O-] nickel (II) acetate trihydrate